2-((2S,3S)-1-(5-chloro-4-(4-(4-(2,6-difluorobenzyl)-5-oxo-4,5-dihydro-1H-1,2,4-triazol-1-yl)-2-fluorophenoxy)pyridin-2-yl)-2-methylazetidin-3-yl)isoindoline-1,3-dione ClC=1C(=CC(=NC1)N1[C@H]([C@H](C1)N1C(C2=CC=CC=C2C1=O)=O)C)OC1=C(C=C(C=C1)N1N=CN(C1=O)CC1=C(C=CC=C1F)F)F